O=C1CC(CN1CC=1C=NC=CC1)C(=O)NC1=CC=C(C=C1)C1=NC(=NO1)C1=NC=CC=C1 5-Oxo-N-{4-[3-(pyridin-2-yl)-1,2,4-oxadiazol-5-yl]phenyl}-1-[(pyridin-3-yl)methyl]-pyrrolidine-3-carboxamide